CN([C@@H]1CN(CC1)C1CCN(CC1)C1=C(C=C(C(=C1)OC)NC1=NC=NC(=C1)N1OCC[C@@H]1C1=CC(=CC=C1)OC)NC(C=C)=O)C N-(2-(4-((S)-3-(dimethylamino)pyrrolidine-1-yl)piperidine-1-yl)-4-methoxy-5-((6-((R)-3-(3-methoxyphenyl)isoxazolidine-2-yl)pyrimidine-4-yl)amino)phenyl)acrylamide